N-(pyridin-2-ylmethyl)quinolin-8-amine N1=C(C=CC=C1)CNC=1C=CC=C2C=CC=NC12